6-[6-(trifluoromethyl)-3-pyridyl]-2-azaspiro[3.3]heptan FC(C1=CC=C(C=N1)C1CC2(CNC2)C1)(F)F